C(C)OC1=C(C=C(C=C1)C1=NOC(=N1)C1CCN(CC1)C(CN1C(C2=CC=CC=C2C1)=O)=O)OC 2-(2-(4-(3-(4-ethoxy-3-methoxyphenyl)-1,2,4-oxadiazol-5-yl)piperidin-1-yl)-2-oxoethyl)isoindolin-1-one